(S)-5-((1-benzyl-pyrrolidin-3-yl)amino)-N-(2,4-dimethoxybenzyl)-N-(6-fluoropyridin-2-yl)-4-methylpyridine-2-sulfonamide C(C1=CC=CC=C1)N1C[C@H](CC1)NC=1C(=CC(=NC1)S(=O)(=O)N(C1=NC(=CC=C1)F)CC1=C(C=C(C=C1)OC)OC)C